((2,6-dimethyl-pyrimidin-4-yl)amino)-N-methoxynicotinamide ruthenium [Ru].CC1=NC(=CC(=N1)NC1=C(C(=O)NOC)C=CC=N1)C